C(CCCCCCCC)(=O)O[C@@H]1[C@](O[C@H](C1)N1C2=NC(=NC(=C2N=C1)N)F)(CO[P@](=O)(OC1=CC=CC=C1)N[C@H](C(=O)OC(C)C)C)C#C (2R,3S,5R)-5-(6-Amino-2-fluoro-9H-purin-9-yl)-2-ethynyl-2-((((S)-(((S)-1-isopropoxy-1-oxopropan-2-yl) amino) (phenoxy) phosphoryl)oxy)methyl)tetrahydrofuran-3-yl nonanoate